tert-butyl 2-(3-(5-(5,6,7,8-tetrahydro-1,8-naphthyridin-2-yl)pentyloxy)azetidin-1-yl)-2-(1,3,4-trimethyl-1H-indazol-7-yl)acetate N1=C(C=CC=2CCCNC12)CCCCCOC1CN(C1)C(C(=O)OC(C)(C)C)C=1C=CC(=C2C(=NN(C12)C)C)C